2-(2,2-difluorocyclopropyl)ethan-1-ol FC1(C(C1)CCO)F